[Cl-].[Cl-].[Cl-].C(C(C)C)O[Hf+3] Isobutoxyhafnium trichloride